(S)-3-(6-(3-methylpiperazin-1-yl)pyridin-2-yl)pyrazolo[1,5-a]pyridine C[C@H]1CN(CCN1)C1=CC=CC(=N1)C=1C=NN2C1C=CC=C2